FC=1C=C(C=CC1F)[C@H](C)NC(CN1C=NC=C(C1=O)C1=CC=CC=C1)=O (S)-N-(1-(3,4-difluorophenyl)ethyl)-2-(6-oxo-5-phenylpyrimidin-1(6H)-yl)acetamide